BrC=1C=NC=C(C1NC1=C(C(=CC(=C1C)OC)F)C)F 3-bromo-5-fluoro-N-(3-fluoro-5-methoxy-2,6-dimethylphenyl)pyridin-4-amine